6-(3-(azetidin-1-yl)phenyl)-2-(2-methoxyphenyl)-5,7-dimethyl-2,6-dihydro-1H-pyrrolo[3,4-d]pyridazin-1-one N1(CCC1)C=1C=C(C=CC1)N1C(=C2C(N(N=CC2=C1C)C1=C(C=CC=C1)OC)=O)C